C(C)OC(=O)C1=CNC(=CC1=O)C 6-methyl-4-oxo-1H-pyridine-3-carboxylic acid ethyl ester